4-methylbenzenesulfonic acid 2,2-dimethyl-4-oxo-3,8,11,14-tetraoxa-5-azahexadecan-16-yl ester CC(C)(OC(NCCOCCOCCOCCOS(=O)(=O)C1=CC=C(C=C1)C)=O)C